trans-2-heptene-1,7-dicarboxylic acid C(\C=C\CCCCC(=O)O)C(=O)O